N1-(1H-benzoimidazol-5-yl)-1-[4-(5-cyclopropylthiophen-2-yl)phenyl]ethane-1,2-diamine N1C=NC2=C1C=CC(=C2)NC(CN)C2=CC=C(C=C2)C=2SC(=CC2)C2CC2